sodium 2-chloroethyl phosphate P(=O)(OCCCl)([O-])[O-].[Na+].[Na+]